(Z)-N-(dihydro-2H-pyran-3(4H)-ylidene)-2-methylpropane-2-sulfinamide O1C\C(\CCC1)=N/S(=O)C(C)(C)C